NC1=NC=CC=C1C1=NC=2C(=NC=C(C2)C(N)=O)N1C1=CC=C(CNC(=O)C=2C=C(C=CC2)CC(=O)O)C=C1 2-(3-((4-(2-(2-aminopyridin-3-yl)-6-carbamoyl-3H-imidazo[4,5-b]pyridin-3-yl)benzyl)carbamoyl)phenyl)acetic acid